1-(((3S)-1-((3-cyano-1-azetidinyl)sulfonyl)-3-piperidinyl)carbonyl)-N-(4-ethoxy-3-fluorobenzyl)-D-prolinamide C(#N)C1CN(C1)S(=O)(=O)N1C[C@H](CCC1)C(=O)N1[C@H](CCC1)C(=O)NCC1=CC(=C(C=C1)OCC)F